di(2-methylphenyl)Isobenzofuran CC1=C(C=CC=C1)C=1OC(=C2C=CC=CC12)C1=C(C=CC=C1)C